((1-((2-nitro-1H-imidazol-1-yl)methyl)-1H-1,2,3-triazol-4-yl)methyl)-1,2-oxathiolane 2,2-dioxide [N+](=O)([O-])C=1N(C=CN1)CN1N=NC(=C1)CC1S(OCC1)(=O)=O